CN(C)C(=O)/N=N/C(=O)N(C)C diazenedicarboxylic acid bis(N,N-dimethylamide)